ClC1=CC=C(C=C1)CC(=O)N1CC2=C(CC1)SC(=C2)C2=NOC(=N2)C(F)(F)F 2-(4-chlorophenyl)-1-(2-(5-(trifluoromethyl)-1,2,4-oxadiazol-3-yl)-6,7-dihydrothieno[3,2-c]pyridin-5(4H)-yl)ethan-1-one